CO[C@@H]1CN2C(OC1)=C(C=N2)[S@](=O)(N)=NC(NC2=C1C(=CC=3CCCC23)CC1)=O (S,6R)-6-methoxy-N'-((2,4,5,6-tetrahydro-1H-cyclobuta[f]inden-3-yl)carbamoyl)-6,7-dihydro-5H-pyrazolo[5,1-b][1,3]oxazine-3-sulfonimidamide